(R)-1-(2-chloro-5-fluoropyridin-3-yl)ethyl (4-(5-(1-(aminomethyl)-3,3-difluorocyclobutane-1-carboxamido)pyridin-2-yl)-1-methyl-1H-1,2,3-triazol-5-yl)carbamate NCC1(CC(C1)(F)F)C(=O)NC=1C=CC(=NC1)C=1N=NN(C1NC(O[C@H](C)C=1C(=NC=C(C1)F)Cl)=O)C